5-methoxy-3-pyridineformylhydrazine COC=1C=C(C=NC1)C(=O)NN